tert-butyl (S)-2-(((4-carbamimidoylthiophen-2-yl)methyl)carbamoyl)-4-(difluoro-methylene)pyrrolidine-1-carboxylate C(N)(=N)C=1C=C(SC1)CNC(=O)[C@H]1N(CC(C1)=C(F)F)C(=O)OC(C)(C)C